N-(2,5-dichlorophenyl)-1-propionyl-spiro[indoline-3,4'-piperidine]-1'-formamide ClC1=C(C=C(C=C1)Cl)NC(=O)N1CCC2(CC1)CN(C1=CC=CC=C12)C(CC)=O